N1(CCNCC1)C(=O)OC1=C(C=C(C=C1)NC1=NC(=NC=C1F)Cl)C(C)(C)C tert-butyl-(4-((2-chloro-5-fluoropyrimidin-4-yl) amino) phenyl) piperazine-1-carboxylate